CN1CCC(CC1)NC(C1=CC(=CC=C1)C1=CC=CC=2N1N=CC2C(=O)N2CCCCC2)=O N-(1-methylpiperidin-4-yl)-3-(3-(piperidine-1-carbonyl)pyrazolo[1,5-a]Pyridin-7-yl)benzamide